3-(4-((4-(((3aR,7aS)-octahydro-2H-isoindol-2-yl)methyl)benzyl)thio)-1-oxoisoindolin-2-yl)piperidine-2,6-dione C1N(C[C@@H]2CCCC[C@H]12)CC1=CC=C(CSC2=C3CN(C(C3=CC=C2)=O)C2C(NC(CC2)=O)=O)C=C1